CNCCN(CC1=C(N=C(S1)N)C1=CC=C(C=C1)OC(F)(F)F)C1CC1 N-methyl-N'-cyclopropyl-N'-(2-amino-4-(4-trifluoromethoxyphenyl)thiazol-5-yl-methyl)ethylenediamine